C1=CC=C(C=C1)NC2=CC=C(C=C2)N 4-Aminodiphenylamine